2-{[5-(3-{1-azabicyclo[2.2.2]oct-4-yl}-1,2,4-oxadiazol-5-yl)-4-{[(1S)-1-(4-fluorophenyl)-2-hydroxyethyl]amino}pyridin-2-yl]amino}-7,7-dimethyl-5h,7h-furo[3,4-b]pyridin-5-one N12CCC(CC1)(CC2)C2=NOC(=N2)C=2C(=CC(=NC2)NC2=CC=C1C(=N2)C(OC1=O)(C)C)N[C@H](CO)C1=CC=C(C=C1)F